tert-butyl N-[4-[[1-[4-[(2,6-dioxo-3-piperidyl)amino]phenyl]-4-piperidyl] methyl-methyl-amino]cyclohexyl]carbamate O=C1NC(CCC1NC1=CC=C(C=C1)N1CCC(CC1)CN(C1CCC(CC1)NC(OC(C)(C)C)=O)C)=O